C(C)(C)NC(OC1CCCC1C=1N(N=CC1)NC(=O)C=1N=C(SC1C)C1=C(C(=CC=C1)OCC1=CC=CC=C1)C1OCCO1)=O 5-(2-[3-(benzyloxy)-2-(1,3-dioxolan-2-yl)phenyl]-5-methyl-1,3-thiazole-4-amido-2H-pyrazol-3-yl)cyclopentyl N-isopropylcarbamate